FC=1C=C(C=CC1S(N)(=O)=O)[C@@H]1C([C@H]1C(=O)ONC(C1=CC=CC=C1)=N)(C)C N-({[trans-3-(3-fluoro-4-sulfamoylphenyl)-2,2-dimethylcyclopropyl]Carbonyl}oxy)benzamidine